Cl.ClC=1C(=NC=C(C1)C(F)(F)F)CCN 2-(3-chloro-5-(trifluoromethyl)pyridin-2-yl)ethanamine hydrochloride